2-[bis[(4-cyanophenyl)methyl]amino]-ethanamine C(#N)C1=CC=C(C=C1)CN(CCN)CC1=CC=C(C=C1)C#N